(e,e)-farnesol OC\C=C(/C)\CC\C=C(/C)\CCC=C(C)C